C(=CC)C1=C(OC2=C(C#N)C(=CC=C2)OC2=C(C=CC=C2)C=CC)C=CC=C1 2,6-bis(2-propenylphenoxy)benzonitrile